N-((1-benzyl-3-((2,2'-dimethyl-[1,1'-biphenyl]-3-yl)methyl)-5-hydroxy-1H-indol-6-yl)methyl)-N-methylglycine C(C1=CC=CC=C1)N1C=C(C2=CC(=C(C=C12)CN(CC(=O)O)C)O)CC=1C(=C(C=CC1)C1=C(C=CC=C1)C)C